3-fluoro-N-(4-(4-((2-methoxyethyl)sulfonamido)bicyclo[2.2.2]octan-1-yl)phenyl)-5,7-dihydro-6H-pyrrolo[3,4-b]pyridine-6-carboxamide FC=1C=C2C(=NC1)CN(C2)C(=O)NC2=CC=C(C=C2)C21CCC(CC2)(CC1)NS(=O)(=O)CCOC